OC([C@H](C)NC(=O)C=1C(N(N=C(C1)C1=CC=C(C=C1)C(F)(F)F)C=1C=NC=CC1)=O)(C)C N-[(2S)-3-Hydroxy-3-methylbutan-2-yl]-3-oxo-2-(pyridin-3-yl)-6-[4-(trifluoromethyl)phenyl]-2,3-dihydropyridazine-4-carboxamide